tert-butyl (3-(1-(5-chloro-4-fluoro-2-(methylthio)-8,9-dihydro-10H-7-oxa-1,3,6,10-tetraazacyclohepta[de]naphthalen-10-yl)ethyl)pyridin-2-yl)carbamate ClC1=C(C=2N=C(N=C3C2C(=N1)OCCN3C(C)C=3C(=NC=CC3)NC(OC(C)(C)C)=O)SC)F